N-(4-(2-(4-amino-1-methyl-1H-pyrazol-3-yl)-3H-imidazo[4,5-b]pyridin-7-yl)-2-chlorobenzyl)-3-(tert-butyl)-1,2,4-oxadiazole-5-carboxamide NC=1C(=NN(C1)C)C1=NC=2C(=NC=CC2C2=CC(=C(CNC(=O)C3=NC(=NO3)C(C)(C)C)C=C2)Cl)N1